FC(CN1N=CC2=CC=C(C=C12)COC1=CC=CC(=N1)C1CCN(CC1)CC1=NC2=C(N1C[C@H]1OCC1)C=C(C=C2)C(=O)[O-])F (S)-2-((4-(6-((1-(2,2-difluoroethyl)-1H-indazol-6-yl)methoxy)pyridin-2-yl)piperidin-1-yl)methyl)-1-(oxetan-2-ylmethyl)-1H-benzo[d]imidazole-6-carboxylate